ClC=1C=C(C=CC1)S(=O)(=O)C/C(=C/CN)/F (Z)-4-(3-chlorophenylsulfonyl)-3-fluorobut-2-en-1-amine